C(C)(C)(C)OC(=O)N1C(C(N(C2=CC=CC=C12)N=O)CC)C 3-ethyl-2-methyl-4-nitroso-2,3-dihydroquinoxaline-1-carboxylic acid tert-butyl ester